N-methyl-3-(((4-(pyridin-4-yl)-2,3-dihydrofuro[2,3-C]pyridin-7-yl)amino)methyl)benzamide CNC(C1=CC(=CC=C1)CNC=1N=CC(=C2C1OCC2)C2=CC=NC=C2)=O